(4-(1,1,1,3,3,3-hexafluoro-2-hydroxypropan-2-yl)phenyl)-1,2,3,4-tetrahydroisoquinoline-1-carboxamide FC(C(C(F)(F)F)(O)C1=CC=C(C=C1)C1(NCCC2=CC=CC=C12)C(=O)N)(F)F